C(C)(C)(C)OC(=O)N1CC(CC2=NC=C(C(=C12)C)Br)C.C(#N)C1=C(C(=C(C=C1)NC(C)=O)F)C(F)(F)F N-(4-cyano-2-fluoro-3-(trifluoromethyl)phenyl)acetamide tert-Butyl-7-bromo-3,8-dimethyl-3,4-dihydro-2H-1,5-naphthyridine-1-carboxylate